2-Methoxy-1,3,4-trimethyl-cyclohexane COC1C(CCC(C1C)C)C